3-((3R,4S)-4-((5-(1-(2,2-difluoroethyl)-1H-benzo[d][1,2,3]triazol-6-yl)-6-fluoro-4-methoxypyrrolo[2,1-f][1,2,4]triazin-2-yl)amino)-3-fluoropiperidin-1-yl)oxetan-3-carbonitrile FC(CN1N=NC2=C1C=C(C=C2)C=2C(=CN1N=C(N=C(C12)OC)N[C@@H]1[C@@H](CN(CC1)C1(COC1)C#N)F)F)F